C1=CC=C(C=C1)C2C(=O)N=C(O2)N The molecule is a member of the class of 1,3-oxazoles that is 1,3-oxazol-4(5H)-one which is substituted by an amino group at position 2 and by a phenyl group at position 5. A central nervous system stimulant, it was used to treat hyperactivity disorders in children, but withdrawn from use following reports of serious hepatotoxicity. It has a role as a central nervous system stimulant.